C(C)(C)(C)C1=NOC(=N1)C(=O)NCC1=C(C(=C(C=C1)C1=NC=NN2C1=CC(=C2)C=2C=NN(C2)C)F)C(F)F 3-(tert-butyl)-N-(2-(difluoromethyl)-3-fluoro-4-(6-(1-methyl-1H-pyrazol-4-yl)pyrrolo[2,1-f][1,2,4]triazin-4-yl)benzyl)-1,2,4-oxadiazole-5-carboxamide